2,4-diamino-6-chloropyrimidine oxide NC1=[N+](C(=CC(=N1)N)Cl)[O-]